Cl.FC=1C=CC(=C(C(=O)N(C(C)C)C(C)C)C1)OC=1C(=NC=NC1)N1CC2(C1)CCN(CC2)C[C@H]2CNCC2 (R)-5-fluoro-N,N-diisopropyl-2-((4-(7-(pyrrolidin-3-ylmethyl)-2,7-diazaspiro[3.5]Nonan-2-yl)pyrimidin-5-yl)oxy)benzamide hydrochloride